2-cyano-3,3-diphenylacrylic acid ethyl ester C(C)OC(C(=C(C1=CC=CC=C1)C1=CC=CC=C1)C#N)=O